6-chloro-7-methoxy-2-(methoxymethyl)-4-methyl-3,4-dihydro-2H-1,4-benzoxazine-5-carboxylic acid ClC1=C(C=C2C(N(CC(O2)COC)C)=C1C(=O)O)OC